C1(=CC=CC=C1)N1C=NC2=C1C=CC(=C2)O 1-Phenyl-5-hydroxybenzimidazole